5-(3-bromo-1H-pyrrol-2-yl)-1-{[2-(trimethylsilyl)ethoxy]methyl}-1H-tetrazole BrC1=C(NC=C1)C1=NN=NN1COCC[Si](C)(C)C